COC1=CC=C(C=C1)C(CCS(=O)(=O)[O-])=O.[Na+] sodium 3-(4-methoxyphenyl)-3-oxopropane-1-sulfonate